[3,4,6-trideoxy-3-(dimethylamino)-beta-D-xylo-hexopyranosyl]oxy-1-oxa-6-azacyclopentadecan-15-one CN([C@@H]1[C@H]([C@@H](O[C@@H](C1)C)OC1OC(CCCCCCCCNCCC1)=O)O)C